N-methyl-pyrrolidinon CN1C(CCC1)=O